2-Glycolylamido-3-O-[(R)-1-carboxyethyl]-2-deoxy-D-glucopyranose C[C@H](C(=O)O)O[C@H]1[C@@H]([C@H](OC([C@@H]1NC(=O)CO)O)CO)O